C(C)(C)C=1C(=CC2=C(N(C(N2)=O)C2CCN(CC2)CC2CCOCC2)C1)C=1C=C(C=2N(C1)N=CN2)OC 6-Isopropyl-5-(8-methoxy-[1,2,4]triazolo[1,5-a]pyridin-6-yl)-1-(1-((tetrahydro-2H-pyran-4-yl)methyl)piperidin-4-yl)-1,3-dihydro-2H-benzo[d]imidazol-2-on